CN[C@H]1[C@@H](CCCC1)NC methyl[(1R,2R)-2-(methylamino)cyclohexyl]amine